FC=1C=C2C(=NNC2=CC1OCCOC)C1=CC(=NO1)C1=CC=C(C=C1)C(=O)N1CC2(C1)COCC2 5-Fluoro-6-(2-methoxyethoxy)-3-[3-(4-{6-oxa-2-azaspiro[3.4]octane-2-carbonyl}phenyl)-1,2-oxazol-5-yl]-1H-indazole